FC(C=1C(=C(C=CC1)[C@@H](C)NC=1C2=C(N=CN1)N=C(C(=C2)N2CCS(CC2)(=O)=O)OC2COC2)F)F (R)-4-(4-((1-(3-(difluoromethyl)-2-fluorophenyl)ethyl)amino)-7-(oxetan-3-yloxy)pyrido[2,3-d]pyrimidin-6-yl)thiomorpholine 1,1-dioxide